C1=CC=C2C(=C1)C=CC=C2CC(C(=O)O)N.Cl β-naphthylalanine